3-bromo-2-(2-fluorophenoxy)aniline BrC=1C(=C(N)C=CC1)OC1=C(C=CC=C1)F